C(C)(=O)NCCOC1=CC(=C(C=C1)C=1C=C2N(N=CC(=C2NC[C@@H]2N(CCC2)C(=O)OC(C)(C)C)C(N)=NC2=C(C=C(C=C2)O)CC)C1)C tert-butyl (R)-2-[[[6-[4-(2-acetamidoethoxy)-2-methyl-phenyl]-3-[N'-(2-ethyl-4-hydroxy-phenyl)carbamimidoyl]pyrrolo[1,2-b]pyridazin-4-yl]amino]methyl]pyrrolidine-1-carboxylate